tert-Butyl (4R)-4-[(E,1R)-1-(cyclopropylmethyl)-5-[methoxy(methyl)amino]-5-oxo-pent-3-enyl]-2,2-dimethyl-oxazolidine-3-carboxylate C1(CC1)C[C@H](C\C=C\C(=O)N(C)OC)[C@H]1N(C(OC1)(C)C)C(=O)OC(C)(C)C